C1(=CC=CC=C1)CCCC1NCC=2C=CC(=NC2C1)S(=O)(=O)[O-] 7-(3-phenylpropyl)-5,6,7,8-tetrahydro-1,6-naphthyridine-2-sulfonate